2-((S)-1-(4-(6-((3-fluoropyridin-4-yl)methoxy)pyridin-2-yl)piperidin-1-yl)ethyl)-3-(((S)-oxetan-2-yl)methyl)-3H-imidazo[4,5-b]pyridine-5-carboxylic acid FC=1C=NC=CC1COC1=CC=CC(=N1)C1CCN(CC1)[C@@H](C)C1=NC=2C(=NC(=CC2)C(=O)O)N1C[C@H]1OCC1